O=C1NCCC2=CC=C(C=C12)C(=O)OCC ethyl 1-oxo-1,2,3,4-tetrahydroisoquinoline-7-carboxylate